C(C)OC(=O)C1=CC(=NN1C1=C(C=C(C=C1)[N+](=O)[O-])C#N)Br 3-bromo-1-(2-cyano-4-nitrophenyl)-1H-pyrazole-5-carboxylic acid ethyl ester